4-oxo-4,5-dihydro-3H-1-thia-3,5,8-triazaAcenaphthene-2-carboxylic acid methyl ester COC(=O)C1SC=2N=CC=C3NC(NC1C23)=O